5-(4-(3-morpholinopropoxy)phenyl)-1-(1H-benzo[d]imidazol-5-yl)imidazolidin-2-one O1CCN(CC1)CCCOC1=CC=C(C=C1)C1CNC(N1C1=CC2=C(NC=N2)C=C1)=O